(R)-N-(1-(3-(1-ethyl-1H-pyrazol-3-yl)-5-(1-methyl-1H-pyrazol-4-yl)phenyl)ethyl)-2-methyl-5-(2-(methylamino)ethoxy)benzamide C(C)N1N=C(C=C1)C=1C=C(C=C(C1)C=1C=NN(C1)C)[C@@H](C)NC(C1=C(C=CC(=C1)OCCNC)C)=O